Cl.FC(C1=CC(=NC=C1)N1CCC2(CC1)CCNCC2)(F)F 3-(4-(trifluoromethyl)pyridin-2-yl)-3,9-diazaspiro[5.5]undecane hydrochloride